FC=1C=C(C(=O)NCC=2C=NN3C2C=NC=C3)C=CC1OC(F)(F)F 3-fluoro-N-(pyrazolo[1,5-a]pyrazin-3-ylmethyl)-4-(trifluoromethoxy)benzamide